(R)-1-(3-(3-(4-(3-fluoro-2-methoxyphenoxy)phenyl)-1H-pyrazolo[4,3-c]pyridin-1-yl)piperidin-1-yl)prop-2-en-1-one FC=1C(=C(OC2=CC=C(C=C2)C2=NN(C3=C2C=NC=C3)[C@H]3CN(CCC3)C(C=C)=O)C=CC1)OC